ethyl (e)-3-(2-bromo-6-hydroxy-phenyl)prop-2-enoate BrC1=C(C(=CC=C1)O)/C=C/C(=O)OCC